C(C)OC(CC(C)(C)N1N=C(C=C1)I)=O 3-(3-iodopyrazol-1-yl)-3-methyl-butyric acid ethyl ester